di-tert-butyl [3-(1-methylindol-3-yl)-2,5-dioxo-4-{1-[1-(pyridin-2-ylmethyl)piperidin-4-yl]indol-3-yl}pyrrol-1-yl]methyl phosphate P(=O)(OC(C)(C)C)(OC(C)(C)C)OCN1C(C(=C(C1=O)C1=CN(C2=CC=CC=C12)C1CCN(CC1)CC1=NC=CC=C1)C1=CN(C2=CC=CC=C12)C)=O